butane-1,4-diyl diacetate C(C)(=O)OCCCCOC(C)=O